FC=1C(=C(C(=O)OCC)C=C(C1)NC(=O)C1(CC1)C1=C(C=C(C=C1)C(F)(F)F)F)C=1C=NN(C1)C Ethyl 3-fluoro-5-[({1-[2-fluoro-4-(trifluoromethyl) phenyl]cyclopropyl}carbonyl) amino]-2-(1-methyl-1H-pyrazol-4-yl)benzoate